8-benzyl-1-phenyl-1,3,8-triazaspiro(4.5)dec-2-en-4-one C(C1=CC=CC=C1)N1CCC2(C(N=CN2C2=CC=CC=C2)=O)CC1